8-fluoro-3-(1H-pyrazol-3-yl)quinazolin-4(3H)-one FC=1C=CC=C2C(N(C=NC12)C1=NNC=C1)=O